C(C)(=O)C1=NN(C2=CC=C(C=C12)C=1C=NC(=NC1)C)CC(=O)N1[C@@H]2C[C@@]2(C[C@H]1C(=O)NC1=NC(=CC=C1C(C)C)Br)C (1R,3S,5R)-2-(2-(3-acetyl-5-(2-methylpyrimidin-5-yl)-1H-indazol-1-yl)acetyl)-N-(6-bromo-3-isopropylpyridin-2-yl)-5-methyl-2-azabicyclo[3.1.0]hexane-3-carboxamide